(2R,3R,4R,5S)-1-Butyl-2-(hydroxymethyl)-3,4,5-piperidinetriol C(CCC)N1[C@@H]([C@H]([C@@H]([C@H](C1)O)O)O)CO